N-(4-methoxy-3H-imidazo[4,5-c]pyridin-2-yl)-2-((1r,4r)-4-methoxycyclohexanecarbonyl)hydrazinecarbothioamide COC1=NC=CC2=C1NC(=N2)NC(=S)NNC(=O)C2CCC(CC2)OC